5-chloro-3-iodo-1-((2-(trimethylsilyl)ethoxy)methyl)-7-vinyl-1H-pyrazolo[4,3-b]pyridine ClC1=CC(=C2C(=N1)C(=NN2COCC[Si](C)(C)C)I)C=C